N1N=CC(=C1)C(C)=O 1-(1H-pyrazol-4-yl)-ethanone